C[C@@H]1N(CC1)C=1N=C(C2=C(N1)CCC2)C=2C=CC1=C(CCCCC1NS(=O)(=O)C)C2 N-(2-(2-((S)-2-methylazetidin-1-yl)-6,7-dihydro-5H-cyclopenta[d]pyrimidin-4-yl)-6,7,8,9-tetrahydro-5H-benzo[7]annulen-5-yl)methanesulfonamide